C(C1=CC=CC=C1)OC(COCCOCCOCC(NCC(C)(C)C)=O)=O 14,14-dimethyl-11-oxo-3,6,9-trioxa-12-aza-pentadecane-1-oic acid benzyl ester